C(C)[C@H]1[C@H](NC(C1)=O)COC1=NC=CC2=CC(=C(C=C12)OC)C#N 1-[[(2S,3R)-3-ethyl-5-oxo-pyrrolidin-2-yl]methoxy]-7-methoxy-isoquinoline-6-carbonitrile